3-methyl-3-octenoic acid CC(CC(=O)O)=CCCCC